NC1=NC=CC(=C1Cl)SC=1C=CC=2C(=NC=C(N2)N2CCC3(CC2)[C@@H](C=2C(=NC=C(C2)OC)C3)N)N1 (S)-1'-(6-((2-amino-3-chloropyridin-4-yl)thio)pyrido[2,3-b]pyrazin-2-yl)-3-methoxy-5,7-dihydrospiro[cyclopenta[b]pyridine-6,4'-piperidine]-5-amine